C1(=C(C=CC=C1)C1=CC=CC2=C1N=C(O2)SCC2=CC=C(C=C2)C(F)(F)F)C (o-tolyl)-2-((4-(trifluoromethyl)benzyl)thio)benzo[d]oxazole